2-(2-(pyrrolidin-1-yl)ethyl)-5-(4,4,5,5-tetramethyl-1,3,2-dioxaborolan-2-yl)benzo[d]thiazole N1(CCCC1)CCC=1SC2=C(N1)C=C(C=C2)B2OC(C(O2)(C)C)(C)C